CC(C[C@@H]1C(C[C@@H]2N(CCC3=CC(=C(C=C23)OC)O)C1)=O)(C)C (3s,11bs)-3-(2,2-dimethylpropyl)-9-hydroxy-10-methoxy-1h,2h,3h,4h,6h,7h,11bh-pyrido[2,1-a]isoquinolin-2-one